dimethyl-2-(3-methylpyrazin-2-yl)-7-oxo-4,7-dihydropyrazolo[1,5-a]pyrimidine-3-carboxamide CC1=C(NC=2N(C1=O)N=C(C2C(=O)N)C2=NC=CN=C2C)C